FC(CN1C(=NC=C1)CN1CC2(C1)CNC2)(F)F 2-[[1-(2,2,2-trifluoroethyl)imidazol-2-yl]methyl]-2,6-diazaspiro[3.3]heptane